[(2-Bromo-6-nitrophenyl)methyl][(trimethylsilyl)methyl]amine BrC1=C(C(=CC=C1)[N+](=O)[O-])CNC[Si](C)(C)C